O(C1=CC=CC=C1)P1=NP(=NP(=N1)OC1=CC=CC=C1)OC1=CC=CC=C1 2,4,6-triphenoxycyclotriphosphazene